(±)-trans-N-[8-(benzhydrylideneamino)-6-(4-quinolyl)-3-isoquinolyl]-2-cyano-cyclopropanecarboxamide C(C1=CC=CC=C1)(C1=CC=CC=C1)=NC=1C=C(C=C2C=C(N=CC12)NC(=O)[C@H]1[C@@H](C1)C#N)C1=CC=NC2=CC=CC=C12 |r|